ONC(C1=CC=C(C=C1)C1=NC2=C(N1)C=CC(=C2)N2CCOCC2)=O N-hydroxy-4-(5-morpholinyl-1H-benzimidazol-2-yl)benzamide